tert-butyl 8-[[4,5-dichloro-2-(prop-2-en-1-yloxy)phenyl][(2-methylpropane-2-sulfinyl)amino]methyl]-3-azabicyclo[3.2.1]octane-3-carboxylate ClC1=CC(=C(C=C1Cl)C(C1C2CN(CC1CC2)C(=O)OC(C)(C)C)NS(=O)C(C)(C)C)OCC=C